FC=1C=C2C(=CNC2=CC1)C(=O)[C@@H]1NCCC1 5-fluoro-1H-indol-3-yl-[(2R)-pyrrolidin-2-yl]methanone